C(C1=CC=CC=C1)[C@@H]1N(CCC[C@@H](C1)C)C1=NC(=CC(N1)=O)N1CCOCC1 2-((2R,4S)-2-benzyl-4-methylazepan-1-yl)-6-morpholinopyrimidin-4(3H)-one